nickel carbonyl-oxygen C(=O)=O.[Ni]